P(=O)(OC(C)(C)C)(OC(C)(C)C)OCN1C(C=CC(=C1C)N1CN(C2=C(C1=O)C=C(N=C2)C(F)(F)F)C2=C(C(=C(C=C2)F)F)C)=O di-tert-butyl ((5-(1-(3,4-difluoro-2-methylphenyl)-4-oxo-6-(trifluoromethyl)-1,4-dihydropyrido[3,4-d]pyrimidin-3(2H)-yl)-6-methyl-2-oxopyridin-1(2H)-yl)methyl) phosphate